5-Ethynyl-2-Deoxyuridine C#CC1=CN(C(=O)NC1=O)C2CC(C(O2)CO)O